C(C)(C)N1N=C(C2=CC(=CC=C12)COC1=CC=C2C=C(COC2=C1)CN1CCC(CC1)C(=O)O)CC 1-[7-(1-isopropyl-3-ethyl-1H-indazol-5-ylmethoxy)-2H-chromen-3-ylmethyl]-piperidine-4-carboxylic acid